C(C)C1(CCC1)C(=O)N1CCOC2=C(C1)C=NC=C2C#N 4-(1-ethylcyclobutanecarbonyl)-3,5-dihydro-2H-pyrido[3,4-f][1,4]oxazepine-9-carbonitrile